N-[[2-(6-fluoro-2-pyridinyl)-1,6-naphthyridin-7-yl]methyl]-1,1-dioxo-3,5-dihydro-2H-4,1λ6-benzoxathiepin-8-carboxamide FC1=CC=CC(=N1)C1=NC2=CC(=NC=C2C=C1)CNC(=O)C1=CC2=C(COCCS2(=O)=O)C=C1